N1=CC(=CC=C1)C1=CC=C(O1)CN (5-(PYRIDIN-3-YL)FURAN-2-YL)METHANAMINE